Cl.N[C@H](C(=O)NC=1SC(=CN1)C(COC)N1C(NCC(C1)(F)F)=C=O)[C@@H]1CC[C@H](CC1)C (2S)-2-amino-N-(5-(1-(5,5-difluoro-2-carbonyltetrahydropyrimidin-1(2H)-yl)-2-methoxyethyl)thiazol-2-yl)-2-((trans)-4-methylcyclohexyl)acetamide hydrochloride